4-(4-((2,6-Bis(benzyloxy)pyridin-3-yl)amino)pyridin-2-yl)piperazine-1-carboxylic acid tert-butyl ester C(C)(C)(C)OC(=O)N1CCN(CC1)C1=NC=CC(=C1)NC=1C(=NC(=CC1)OCC1=CC=CC=C1)OCC1=CC=CC=C1